C(C1=CC=CC=C1)N(CC(CN1CC2=CC=CC=C2C1)O)CCO 2-[3-[benzyl(2-hydroxyethyl)amino]-2-hydroxy-propyl]isoindoline